CC=1C=C(C(=O)NCC=2C=NN(C2)C)C=C(C1)NS(=O)(=O)C1=CC=C(C=C1)C 3-methyl-N-((1-methyl-1H-pyrazol-4-yl)methyl)-5-((4-methylphenyl)sulfonylamino)benzamide